6-(3-Fluoro-5-isobutoxyphenyl)-2-[(2S)-2-phenylpyrrolidin-1-yl]-N-(1H-pyrazol-5-ylsulfonyl)pyridin-3-carboxamid FC=1C=C(C=C(C1)OCC(C)C)C1=CC=C(C(=N1)N1[C@@H](CCC1)C1=CC=CC=C1)C(=O)NS(=O)(=O)C1=CC=NN1